5-chloro-N-((4,6-dimethyl-2-oxo-1,2-dihydropyridin-3-yl)methyl)-3,4-dihydroxy-2-methylbenzamide ClC=1C(=C(C(=C(C(=O)NCC=2C(NC(=CC2C)C)=O)C1)C)O)O